((2-fluoro-6-(methoxymethoxy)-8-(4,4,5,5-tetramethyl-1,3,2-dioxaborolan-2-yl)naphthalen-1-yl)ethynyl)-triisopropylsilane FC1=C(C2=C(C=C(C=C2C=C1)OCOC)B1OC(C(O1)(C)C)(C)C)C#C[Si](C(C)C)(C(C)C)C(C)C